N,N-dimethyl-3-(2-fluoro-4-(3-methyl-1-(tetrahydro-2H-pyran-4-yl)imidazo[1,5-a]quinoxalin-8-yl)phenoxy)propan-1-amine CN(CCCOC1=C(C=C(C=C1)C1=CC=C2N=CC=3N(C2=C1)C(=NC3C)C3CCOCC3)F)C